FCSOS(=O)CC1=CC=CC=C1 benzylsulfinic acid fluoromethylthioester